(3R)-1-[(4S)-7-(3,5-dimethylisoxazol-4-yl)-4-pyridin-2-yl-4,5-dihydroimidazo[1,5,4-de][1,4]benzoxazin-2-yl]-N-methylpyrrolidin-3-amine CC1=NOC(=C1C1=CC=C2C=3N([C@H](COC31)C3=NC=CC=C3)C(=N2)N2C[C@@H](CC2)NC)C